3,6-dimethylcyclohex-3-en-1-carbaldehyde CC=1CC(C(CC1)C)C=O